CO[C@H]1[C@@H](CC[C@@H](C1)C(N(C)OC)=O)N(C(OC(C)(C)C)=O)C tert-butyl ((1R,2R,4S)-2-methoxy-4-(methoxy(methyl)carbamoyl) cyclohexyl)(methyl)carbamate